[K+].S(=O)(=O)([O-])C1=CC=C(C(=O)O)C=C1 4-sulfobenzoic acid, monopotassium salt